(4-allylpiperazin-1-yl)(7-((4-(ethylamino)-3-(trifluoromethyl)-1H-pyrrolo[2,3-b]pyridin-6-yl)amino)-2,3-dihydrobenzofuran-4-yl)methanone C(C=C)N1CCN(CC1)C(=O)C1=CC=C(C2=C1CCO2)NC2=CC(=C1C(=N2)NC=C1C(F)(F)F)NCC